CCCCOCCOCCOCC1=CC2=C(C=C1CCC)OCO2 PiperonylButoxide